C(C=C)(=O)OCCCCCCCCCCCCCCCCO 16-hydroxyhexadecyl acrylate